N-[3-(2-[[(2R)-1-hydroxypropan-2-yl]amino]-6-(morpholin-4-yl)pyridin-4-yl)-4-methylphenyl]-3-(2,2,2-trifluoroethyl)-2,5-dihydropyrrole-1-carboxamide OC[C@@H](C)NC1=NC(=CC(=C1)C=1C=C(C=CC1C)NC(=O)N1CC(=CC1)CC(F)(F)F)N1CCOCC1